glutamyl-L-cysteinylglycine N[C@@H](CCC(=O)O)C(=O)N[C@@H](CS)C(=O)NCC(=O)O